11-(chloroacetyl)-3-fluoro-6,11-dihydro-5H-5λ6-dibenzo[c,f][1,2]thiazepine-5,5-dione ClCC(=O)C1C2=C(NS(C3=C1C=CC(=C3)F)(=O)=O)C=CC=C2